trifluoroacetic acid, 2,2,2-trifluoroethyl ester FC(C(=O)OCC(F)(F)F)(F)F